ClC=1C(=C(C=CC1)N1CCN(CC1)C(=O)OC(C)(C)C)OCC1=CC=C(C=C1)OC tert-Butyl 4-(3-chloro-2-((4-methoxybenzyl)oxy)phenyl)piperazine-1-carboxylate